CC1OC(CN(C1)C1=C(C=C(C=C1)NC=1C=CC2=C(OCC(N2CCCNC)=O)C1)C)C 7-((4-(2,6-dimethylmorpholino)-3-methylphenyl)amino)-4-(3-(methylamino)propyl)-2H-benzo[b][1,4]oxazin-3(4H)-one